C1(CCCCC1)NC(=O)NC1=C(C=CC=C1OC)OC 1-cyclohexyl-3-(2,6-dimethoxyphenyl)urea